ClC1=NN=C(C2=CC=CC=C12)NC1CC(C1)(O)C (1S,3S)-3-((4-chlorophthalazin-1-yl)amino)-1-methylcyclobutane-1-ol